BrC=1C=CC=2C=3C=CC=CC3C3=C(N=C(O3)C3=CC=CC=C3)C2C1 5-bromo-2-phenylphenanthro[9,10-d]oxazole